2-((R)-1-(((S)-tert-butylsulfinyl)amino)-2,3-dihydro-1H-inden-1-yl)acetic acid methyl ester COC(C[C@@]1(CCC2=CC=CC=C12)N[S@@](=O)C(C)(C)C)=O